2,2-dimethoxy-1,6-diaza-2-silacyclooctane CO[Si]1(NCCNCCC1)OC